4-(3-methanesulfonylphenyl)-1-propylpyridine iodide [I-].CS(=O)(=O)C=1C=C(C=CC1)C1=CCN(C=C1)CCC